BrC=1SC2=C(C1)C(C(CC2)=CN(C)C)=O 2-bromo-5-((dimethylamino)methylene)-6,7-dihydrobenzothiophen-4(5H)-one